3-(4-hydroxy-3-methoxyphenyl)prop-2-enamide OC1=C(C=C(C=C1)C=CC(=O)N)OC